CC=1C=CC=C2CCNC12 7-(methyl)-indoline